CC(C=C)(CC=C)C 3,3-Dimethyl-1,5-Hexadien